(R)-6-(4-fluorophenyl)-N-(1-(6-methylpyridazin-3-yl)ethyl)pyrido[2,3-d]pyrimidin-4-amine FC1=CC=C(C=C1)C1=CC2=C(N=CN=C2N[C@H](C)C=2N=NC(=CC2)C)N=C1